N=1N(N=NC1)CC1=CC=C(C=C1)C(C(=O)NC=1SC(=CN1)Cl)C1CC(CC1)(F)F 2-(4-((2H-tetrazol-2-yl)methyl)phenyl)-N-(5-chlorothiazol-2-yl)-2-(3,3-difluorocyclopentyl)acetamide